5-(4-chloro-2-fluoro-phenyl)-7-((2S)-2-(1,5-dimethyl-1H-pyrazol-4-yl)-4-morpholinyl)-2,3-dimethylpyrido-[4,3-d]pyrimidin-4(3H)-one ClC1=CC(=C(C=C1)C1=NC(=CC=2N=C(N(C(C21)=O)C)C)N2C[C@@H](OCC2)C=2C=NN(C2C)C)F